tert-butyl (3S)-3-[6-[2-cyano-3-[[ethyl(methyl)sulfamoyl]amino]-6-fluoro-phenoxy]-5-methyl-4-oxo-quinazolin-3-yl]-8-azaspiro[4.5]decane-8-carboxylate C(#N)C1=C(OC=2C(=C3C(N(C=NC3=CC2)[C@H]2CCC3(C2)CCN(CC3)C(=O)OC(C)(C)C)=O)C)C(=CC=C1NS(N(C)CC)(=O)=O)F